dimethyl-N,N-dinitrosoterephthalamide CC=1C(=C(C(=O)N(N=O)N=O)C=CC1C(=O)N)C